C(CCCCCCCCCCCCCCCCCCCCCCC)(=O)OCC(O)CO glyceryl monolignocerate